3-(4-((3,4-dichloro-2-fluorophenyl)amino)-7-methoxyquinazolin-6-yl)-2-oxo-1-oxa-3,8-diazaspiro[4.5]decane-8-carboxylic acid tert-butyl ester C(C)(C)(C)OC(=O)N1CCC2(CN(C(O2)=O)C=2C=C3C(=NC=NC3=CC2OC)NC2=C(C(=C(C=C2)Cl)Cl)F)CC1